benzyl (3R,5S)-3-methyl-5-{[5-(pyrimidin-4-yl)-1H-pyrrolo[2,3-b]pyridin-4-yl]amino}piperidine-1-carboxylate C[C@H]1CN(C[C@H](C1)NC1=C2C(=NC=C1C1=NC=NC=C1)NC=C2)C(=O)OCC2=CC=CC=C2